(2-((1-((dimethyl-amino)methyl)cyclopropyl)methoxy)-4-((2R)-5-fluoro-2-methylazepan-1-yl)-5,7-dihydro-6H-pyrrolo[3,4-d]pyrimidin-6-yl)(8-ethynyl-3-hydroxy-naphthalen-1-yl)methanone CN(C)CC1(CC1)COC=1N=C(C2=C(N1)CN(C2)C(=O)C2=CC(=CC1=CC=CC(=C21)C#C)O)N2[C@@H](CCC(CC2)F)C